C[Si](CCOCN1N=CC=2C(=NC=CC21)COC2=NN=C(S2)N)(C)C 5-((1-((2-(trimethylsilyl)ethoxy)methyl)pyrazolo(4,3-c)pyridin-4-yl)methoxy)-1,3,4-thiadiazol-2-amine